ClC1=C(OCC(=O)NC2=CC=CC3=CN(N=C23)C)C=CC(=C1Cl)C(C(CC)=C)=O 2-(2,3-dichloro-4-(2-methylenebutyryl)phenoxy)-N-(2-methyl-2H-indazol-7-yl)acetamide